CN(C=CC=CC=C)C N,N-dimethyl-1,3,5-hexatrien-1-amine